ClC=1C=C(C=CC1F)C=1C(=NC(=NC1)NC=1C=NN(C1)C)NC=1C=C(C=CC1F)NC(C=C)=O N-(3-((5-(3-chloro-4-fluorophenyl)-2-((1-methyl-1H-pyrazol-4-yl)amino)pyrimidin-4-yl)amino)-4-fluorophenyl)acrylamide